hexamethylenebis(12-hydroxystearamide) CCCCCCC(CCCCCCCCCCC(=O)NCCCCCCNC(=O)CCCCCCCCCCC(CCCCCC)O)O